FC1=C(C(=CC2=CC=C(C=C12)C1COCCC1)O)N1CC(NS1(=O)=O)=O 5-[1-fluoro-3-hydroxy-7-(oxan-3-yl)naphthalen-2-yl]-1λ6,2,5-thiadiazolidine-1,1,3-trione